5-((4-chloro-1-isopropyl-1H-pyrazol-5-yl)methoxy)-2-methylbenzofuran-3-carboxylic acid ClC=1C=NN(C1COC=1C=CC2=C(C(=C(O2)C)C(=O)O)C1)C(C)C